METHYLTAURIN CNCCS(=O)(=O)O